GLYCIDOXYPROPYL-TRIMETHOXYSILANE C(C1CO1)OCCC[Si](OC)(OC)OC